ClC1=C(C=CC=C1NC(=O)C=1N(C2=C(CN(CC2)C)N1)C)C1=C(C(=CC=C1)NC=1N=CC=C2C=C(C=NC12)CN1C[C@@H](CC1)C)C (R)-1-((8-(2'-Chloro-3'-(1,5-dimethyl-4,5,6,7-tetrahydro-1H-imidazo[4,5-c]pyridin-2-carboxamido)-2-methylbiphenyl-3-ylamino)-1,7-naphthyridin-3-yl)methyl)-3-methylpyrrolidin